CN(C(CN1N=CC(=C1)NC(CCCC1=CC=CC=C1)=O)=O)CCOC1=CC=C(C=C1)C N-(1-(2-(methyl(2-(p-tolyloxy)ethyl)amino)-2-oxoethyl)-1H-pyrazol-4-yl)-4-phenylbutanamide